[1-(4-fluoro-3-methyl-phenyl)-4-hydroxy-2-tetrahydropyran-4-yl-indol-3-yl]spiro[3.3]heptane-2-carboxylic acid FC1=C(C=C(C=C1)N1C(=C(C2=C(C=CC=C12)O)C1C(CC12CCC2)C(=O)O)C2CCOCC2)C